4-(6-(6-((6-methoxypyridine-3-yl)methyl)-3,6-diazabicyclo[3.1.1]heptan-3-yl)pyridin-3-yl)pyrazolo[1,5-a]pyridine COC1=CC=C(C=N1)CN1C2CN(CC1C2)C2=CC=C(C=N2)C=2C=1N(C=CC2)N=CC1